7-iodopyrrolo[2,1-f][1,2,4]triazine-4-acetamide IC1=CC=C2C(=NC=NN21)CC(=O)N